C[C@H]1CC[C@@]2([C@@]3([C@H]1C[C@H](C2(C)C)CC3)C)O The molecule is a carbotricyclic compound and sesquiterpenoid tertiary alcohol that is tricyclo[5.3.1.0(3,8)]undecan-3-ol which is substituted at positions 2, 2, 6 and 8 by methyl groups (the 1R,3R,6S,7S,8S-diastereoisomer). It is a tertiary alcohol, a sesquiterpenoid and a carbotricyclic compound.